FCS(=O)(=O)N[C@@H]1[C@@H](N(CC12CC2)C([C@@H](COC)F)=O)CC=2C(=C(C=CC2)C2=CC(=CC(=C2)F)F)F 1-fluoro-N-((6S,7S)-5-((R)-2-fluoro-3-methoxypropanoyl)-6-((2,3',5'-trifluoro-[1,1'-biphenyl]-3-yl)methyl)-5-azaspiro[2.4]heptan-7-yl)methanesulfonamide